BrC=1C=C(C=C(C1)F)\C=N\[S@](=O)C(C)(C)C (R)-N-[(1E)-(3-bromo-5-fluorophenyl)methylene]2-methylpropane-2-sulfinamide